C(C)[N+](CC)(CC)CC triethylethan-1-ylammonium